C1(CC1)C1=CN=C(C(=N1)C#N)NC1=C(C(=CC=C1)C=1CCOCC1)OCC(F)(F)F 6-Cyclopropyl-3-((3-(3,6-dihydro-2H-pyran-4-yl)-2-(2,2,2-trifluoroethoxy)phenyl)amino)pyrazine-2-carbonitrile